NCCNC(CC1=CC=C(CN2CCN(CCN(CC2)CC(=O)O)CC(=O)O)C=C1)=O 2,2'-(7-(4-(2-((2-aminoethyl)amino)-2-oxoethyl)benzyl)-1,4,7-triazonane-1,4-diyl)diacetic acid